3-bromo-5-chloro-6-methoxypyrazolo[1,5-a]pyrimidine BrC=1C=NN2C1N=C(C(=C2)OC)Cl